2,4-dimethoxy-5-iodopyrimidine COC1=NC=C(C(=N1)OC)I